(Z)-3-(4-((6-bromohexyl)oxy)phenyl)-2-(3,4,5-tri(dodecyloxy)phenyl)acrylonitrile BrCCCCCCOC1=CC=C(C=C1)\C=C(/C#N)\C1=CC(=C(C(=C1)OCCCCCCCCCCCC)OCCCCCCCCCCCC)OCCCCCCCCCCCC